7-((4-(2-methyl-6-(methylcarbamoyl)pyridin-3-yl)piperazin-1-yl)methyl)-2,5-dihydro-4H-pyrazolo[3,4-c]quinolin-4-one CC1=NC(=CC=C1N1CCN(CC1)CC=1C=CC=2C=3C(C(NC2C1)=O)=NNC3)C(NC)=O